NC1=NC=CC(=C1Cl)OC1=C(C=C(C=C1)NC(=O)C1=CNC=C(C1=O)C1=CC=C(C=C1)F)F N-(4-(2-amino-3-chloropyridin-4-yloxy)-3-fluorophenyl)-5-(4-fluorophenyl)-4-oxo-1,4-dihydropyridine-3-carboxamide